O1CCCC2=C1C=CC(=C2)[C@@H]2N(C[C@H](CC2)C)C(C(=O)NC=2C=C(C=NC2)C(=O)N)=O |r| rac-5-{2-[(2R,5S)-2-(3,4-dihydro-2H-1-Benzopyran-6-yl)-5-methylpiperidin-1-yl]-2-oxoacetamido}pyridine-3-carboxamide